FC1=C(C(=O)OCC)C(=C(C(=C1F)C#N)F)F ethyl 2,3,5,6-tetrafluoro-4-cyanobenzoate